CCCCCCCC/C=C\CCCCCCCC(=O)O[C@H](COC(=O)CCCCCCCCCCC/C=C\C/C=C\CCCCC)COP(=O)(O)OC[C@@H](C(=O)O)N 1-(13Z,16Z-docosadienoyl)-2-(9Z-octadecenoyl)-glycero-3-phosphoserine